CN(C1=CC=C(C=C1)C(C(=O)NCC=1SC=C2C1CN(C2=O)C2C(NC(CC2)=O)=O)=O)C 2-(4-dimethylaminophenyl)-N-((5-(2,6-dioxopiperidin-3-yl)-4-oxo-5,6-dihydro-4H-thieno[3,4-c]pyrrol-1-yl)methyl)-2-oxoacetamide